N,O-di-p-toluenesulfonyl-L-homoserine ethyl ester C(C)OC([C@@H](NS(=O)(=O)C1=CC=C(C)C=C1)CCOS(=O)(=O)C1=CC=C(C)C=C1)=O